N-((trans)-4-(((5,6-Difluoro-7-(((cis)-3-methoxycyclobutyl)amino)-4-oxo-3,4-dihydroquinazolin-2-yl)methyl)thio)cyclohexyl)acetamide FC1=C2C(NC(=NC2=CC(=C1F)N[C@@H]1C[C@@H](C1)OC)CS[C@@H]1CC[C@H](CC1)NC(C)=O)=O